2,5-bis(nitroanilino)terephthalic acid [N+](=O)([O-])N(C1=CC=CC=C1)C1=C(C(=O)O)C=C(C(=C1)C(=O)O)N(C1=CC=CC=C1)[N+](=O)[O-]